CCCCCCC=CCC=CCC=CCC=CCC=CCC docosa-7,10,13,16,19-pentaen